C1(CC1)N1N=CC(=C1C1=NC=C2C(=N1)N(N=C2)CC2=CC=C(C=C2)C=2N(C=C(N2)C(F)(F)F)CC)OC 6-(1-cyclopropyl-4-methoxy-1H-pyrazol-5-yl)-1-(4-(1-ethyl-4-(trifluoromethyl)-1H-imidazol-2-yl)benzyl)-1H-pyrazolo[3,4-d]pyrimidine